CN1C(C2=CC=C(C=C2C=C1)C1=CC=CC=2N1N=CC2C(=O)N2CCCCC2)=O 2-Methyl-6-(3-(piperidine-1-carbonyl)pyrazolo[1,5-a]Pyridin-7-yl)isoquinoline-1(2H)-one